ClCCCCCC(OCCC)OCCC 6-chloro-1,1-dipropyloxy-hexane